FC(C(=O)O)(CC1=CC(=CC(=C1)C(F)(F)F)I)F α,α-difluoro-3-iodo-5-(trifluoromethyl)-phenylpropionic acid